COC1=CC2=C(SC(=C2)C(=O)C(CCCC(=O)O)=C)C=C1OC 5-(5,6-dimethoxybenzo[b]thiophene-2-carbonyl)hex-5-enoic acid